1-(6-(4-isopropyl-5-(8-methyl-[1,2,4]triazolo[1,5-a]pyridin-6-yl)-1H-pyrazol-3-yl)-3,4-dihydroisoquinolin-2(1H)-yl)-2-methylpropan-2-ol C(C)(C)C=1C(=NNC1C=1C=C(C=2N(C1)N=CN2)C)C=2C=C1CCN(CC1=CC2)CC(C)(O)C